nicotinic acid cyanide C(C1=CN=CC=C1)(=O)C#N